C1(CC1)C=1C=NC(=NC1)N[C@H](C(=O)O)CCN(CCCCC1=NC=2NCCCC2C=C1)CCOC=1C(=NC=CC1)C (S)-2-((5-cyclopropylpyrimidin-2-yl)amino)-4-((2-((2-methylpyridin-3-yl)oxy)ethyl)(4-(5,6,7,8-tetrahydro-1,8-naphthyridin-2-yl)butyl)amino)butanoic acid